bis(ethylamino)diethylsilane tert-butyl-(3R)-3-(aminomethyl)pyrrolidine-1-carboxylate C(C)(C)(C)OC(=O)N1C[C@H](CC1)CN.C(C)N[Si](CC)(CC)NCC